FC(C1=C(C=CC=C1S(=O)(=O)C1=CC=C(C=C1)F)N1CCNCC1)F 1-(2-(difluoromethyl)-3-((4-fluorophenyl)sulfonyl)phenyl)piperazine